ClC1=C(C=C2N=CC(NC2=C1)=O)C1=C(C=C(C=C1)F)F 7-chloro-6-(2,4-difluorophenyl)quinoxalin-2(1H)-one